1-(pyridin-3-yl)piperidine-4-carboxylic acid ethyl ester C(C)OC(=O)C1CCN(CC1)C=1C=NC=CC1